ClC=1C=CC(=C(C1)C1=CC(=C(N=N1)CO)NC1=CC(=NC=N1)NC(=O)C1CC(C1)N1CCC(CC1)C(=O)O[C@H]1CN(CC1)C)F (3R)-1-methylpyrrolidin-3-yl 1-{3-[(6-{[6-(5-chloro-2-fluorophenyl)-3-(hydroxymethyl)pyridazin-4-yl]amino}pyrimidin-4-yl)carbamoyl]cyclobutyl}piperidine-4-carboxylate